4-(2,7-diazaspiro[4.4]nonan-2-yl)-1-methyl-2-oxo-1,2-dihydroquinoline-3-carbonitrile C1N(CCC12CNCC2)C2=C(C(N(C1=CC=CC=C21)C)=O)C#N